FC1=C(OC=2N=CC(=NC2)NC([C@H](C)N2CC(N(CC2)C(=O)C=2C=C(C=3N(C2)N=CN3)CO)(C)C)=O)C=CC(=C1)F (S)-N-(5-(2,4-difluorophenoxy)pyrazin-2-yl)-2-(4-(8-(hydroxymethyl)-[1,2,4]triazolo[1,5-a]pyridine-6-carbonyl)-3,3-dimethylpiperazin-1-yl)propanamide